FC(S(=O)(=O)OC1=C(C(=C(C=C1)C1=NC(=CC=C1NC(C)C=1C=C(C=C2C(C(=C(OC12)C(C)C)C)=O)C)Cl)C)C=O)(F)F [4-[6-chloro-3-[1-(2-isopropyl-3,6-dimethyl-4-oxo-chromen-8-yl) ethylamino]-2-pyridyl]-2-formyl-3-methyl-phenyl] trifluoromethanesulfonate